2-(4-aminophenyl)-1-cyclobutyl-1H-indole-6-carbonitrile NC1=CC=C(C=C1)C=1N(C2=CC(=CC=C2C1)C#N)C1CCC1